7-bromo-6-methoxy-1-methyl-1H-benzo[d]imidazol-2(3H)-one BrC1=C(C=CC2=C1N(C(N2)=O)C)OC